2-(2-(4-(quinolin-4-ylamino)piperidin-1-yl)acetyl)-2-azabicyclo[3.1.0]hexane-3-carbonitrile N1=CC=C(C2=CC=CC=C12)NC1CCN(CC1)CC(=O)N1C2CC2CC1C#N